S1C(SCCC1)C1=NN(C=C1C1=CC=CC=C1)C1=CC=CC=C1 (1,3-dithian-2-yl)-1,4-diphenyl-1H-pyrazole